C1(CC1)C1=C(C=2C=NC(=C(C2N1)C1=NC2=C(N1)C(=C(C=C2)C2CCN(CC2)CC)OCC2(CC2)C)OC)C#N 2-cyclopropyl-7-(6-(1-ethylpiperidin-4-yl)-7-((1-methylcyclopropyl)methoxy)-1H-benzo[d]imidazol-2-yl)-6-methoxy-1H-pyrrolo[3,2-c]pyridine-3-carbonitrile